tert-Butyl ((6-methyl-2-(2,2,2-trifluoroethoxy)pyrimidin-4-yl)methyl)carbamate CC1=CC(=NC(=N1)OCC(F)(F)F)CNC(OC(C)(C)C)=O